NC(C(C(=O)N)(N)N)(C(=O)N)N tetraaminobutanediamide